ClC=1C=C(OCC(=O)NC)C=C(C1CC1=CC(=C(C=C1)O)C(C)C)C 2-(3-chloro-4-(4-hydroxy-3-isopropylbenzyl)-5-methylphenoxy)-N-methylacetamide